C(CCC)C1=CC=C(C=C1)C(=C)C1=CC=2NC3=CC=CC=C3SC2C=C1 2-(1-(4-butylphenyl)vinyl)-10H-phenothiazine